(5-chloro-1-methyl-1H-indol-2-yl)(4-isobutanoylpiperidin-1-yl)methanone tert-butyl-4-(4-bromo-2-chloro-6-fluorophenyl)-4-cyanobutanoate C(C)(C)(C)OC(CCC(C#N)C1=C(C=C(C=C1F)Br)Cl)=O.ClC=1C=C2C=C(N(C2=CC1)C)C(=O)N1CCC(CC1)C(C(C)C)=O